(E)-2-ethyl-4-(2,2,3-trimethylcyclopent-3-en-1-yl)but-2-en-1-ol methyl-4-(bis(4-methoxybenzyl)amino)-1-(2,6-dichloro-4-nitrophenyl)-6-oxo-1,6-dihydropyrimidine-5-carboxylate CC=1N(C(C(=C(N1)N(CC1=CC=C(C=C1)OC)CC1=CC=C(C=C1)OC)C(=O)OC\C(=C\CC1C(C(=CC1)C)(C)C)\CC)=O)C1=C(C=C(C=C1Cl)[N+](=O)[O-])Cl